5-Chloro-3-((4-(1-fluoroethyl)-6-oxo-1,6-dihydropyrimidin-5-yl)oxy)-2-methylbenzonitrile ClC=1C=C(C(=C(C#N)C1)C)OC1=C(N=CNC1=O)C(C)F